2'-(4,5-Dimethyl-1H-imidazol-2-yl)-5-[(3-pyridin-4-ylpyrrolidin-1-yl)carbonyl]-3,4'-bipyridine CC=1N=C(NC1C)C1=NC=CC(=C1)C=1C=NC=C(C1)C(=O)N1CC(CC1)C1=CC=NC=C1